P(=O)(O)(O)OC[C@@H]1[C@H]([C@H]([C@@H](O1)N1C=NC=2C(=O)NC(=O)NC12)O)O xanthosine-5'-phosphate